[3-cyano-4-(tetrahydro-2H-pyran-4-ylmethoxy)phenyl]sulfonyl-2-(1H-pyrrolo[2,3-b]pyridin-5-yloxy)benzamide C(#N)C=1C=C(C=CC1OCC1CCOCC1)S(=O)(=O)C=1C(=C(C(=O)N)C=CC1)OC=1C=C2C(=NC1)NC=C2